BrC=1C(=NC(=NC1)NC1=C(C=C(C(=C1)OC)N1CC(CCC1)N(C)C)C)NC1=C(C=C(C=C1)F)C(C)(C)O 2-(2-((5-Bromo-2-((4-(3-(dimethylamino)piperidin-1-yl)-5-methoxy-2-methylphenyl)amino)pyrimidine-4-yl)amino)-5-fluorophenyl)propan-2-ol